(S)-1-((R)-2-amino-2-cyclohexylacetyl)-N-(4-guanidinobutyl)azetidine-2-carboxamide dihydrochloride Cl.Cl.N[C@@H](C(=O)N1[C@@H](CC1)C(=O)NCCCCNC(=N)N)C1CCCCC1